FC(OC1=NOC(=C1)C(=O)O)F 3-(difluoromethoxy)-1,2-oxazole-5-carboxylic acid